2-{8-[(5-amino-1-{6-[(2,6-difluorophenyl)oxy]-4-methylpyridin-3-yl}pyrazol-4-yl)carbonyl]-2,3,4,7-tetrahydro-1H-pyrrolo[2,3-H]quinolin-1-yl}-N,N-dimethylacetamide NC1=C(C=NN1C=1C=NC(=CC1C)OC1=C(C=CC=C1F)F)C(=O)C1=CC=2C(=CC=C3CCCN(C23)CC(=O)N(C)C)N1